C(O)CN monoethanolamin